methyl-8-(2-(dimethylamino)-3-((8-(2-((2-pentylcyclopropyl)methyl)cyclopropyl)octyl)oxy)propoxy)octanoate COC(CCCCCCCOCC(COCCCCCCCCC1C(C1)CC1C(C1)CCCCC)N(C)C)=O